(S)-5-((((7-(4''-(((2-hydroxyethyl)amino)methyl)-2,2'-dimethyl-[1,1':3',1''-terphenyl]-3-yl)-[1,2,4]triazolo[1,5-a]pyridin-2-yl)methyl)amino)methyl)pyrrolidin-2-one OCCNCC1=CC=C(C=C1)C=1C(=C(C=CC1)C1=C(C(=CC=C1)C1=CC=2N(C=C1)N=C(N2)CNC[C@@H]2CCC(N2)=O)C)C